2-((6-Chloro-2-methylpyridin-3-yl)oxy)-4-methyl-5-(trifluoromethyl)nicotinic acid ClC1=CC=C(C(=N1)C)OC1=C(C(=O)O)C(=C(C=N1)C(F)(F)F)C